CC(CCC(C(=O)O)C(CC(C)(C)C)C)CC(C)(C)C.C(CCCCCC(C)C)(=O)OCCCCCCC(C)C isononyl isononanoate (3,5,5-trimethylhexyl 3,5,5-trimethylhexanoate)